OCC1=CC=C(C(=O)C2=CC=CC=C2)C=C1 4-hydroxyMethylbenzophenone